ClC=1C(N(C=CC1)C=1C=NC(=CC1)N[C@@H]1C[C@H](CC1)NC(OC(C)(C)C)=O)=O tert-Butyl ((1S,3S)-3-((3-chloro-2-oxo-2H-[1,3'-bipyridin]-6'-yl)amino)cyclopentyl)carbamate